ClC1=C(N=NC(=C1)C1=C(C=C(C=C1)F)Cl)C(=O)NC=1C=NC(=C(C1)Cl)N1N=CC=N1 4-chloro-6-(2-chloro-4-fluorophenyl)-N-(5-chloro-6-(2H-1,2,3-triazol-2-yl)pyridin-3-yl)pyridazine-3-carboxamide